FC=1C=C(C#N)C=CC1COC1=NC(=C(C=C1)F)N1CCNCC1 3-fluoro-4-(((5-fluoro-6-(piperazin-1-yl)pyridin-2-yl)oxy)methyl)benzonitrile